benzyl 5-((1,3-dioxoisoindolin-2-yl) methyl)-2-methyl-4-oxopiperidine-1-carboxylate O=C1N(C(C2=CC=CC=C12)=O)CC1C(CC(N(C1)C(=O)OCC1=CC=CC=C1)C)=O